FC=1C(=C(C=C(C1)CC(C)C)N1CCN(CC1)C(C)C=1SC(=CN1)C)C=1N=NNN1 2-[1-[4-[3-fluoro-5-isobutyl-2-(2H-tetrazol-5-yl)phenyl]piperazin-1-yl]ethyl]-5-methyl-thiazole